methyl-(imino)(methyl)-lambda6-Sulfanone CS(=O)(C)=N